2-(((2r,3r,4s,5r)-5-(6-amino-2-chloro-9H-purin-9-yl)-4-fluoro-3-hydroxytetrahydrofuran-2-yl)methoxy)-2-(4-(trifluoromethyl)benzyl)malonic acid NC1=C2N=CN(C2=NC(=N1)Cl)[C@H]1[C@H]([C@@H]([C@H](O1)COC(C(=O)O)(C(=O)O)CC1=CC=C(C=C1)C(F)(F)F)O)F